C(C)C=1C=C2C=NNC2=CC1 5-ethyl-1H-indazol